2-(5-tert-butylpyridin-2-yl)-N-((2-(2,6-dioxopiperidin-3-yl)-1-oxoisoindol-5-yl)methyl)-2,2-difluoroacetamide C(C)(C)(C)C=1C=CC(=NC1)C(C(=O)NCC=1C=C2CN(C(C2=CC1)=O)C1C(NC(CC1)=O)=O)(F)F